methyl 5-(2,4-difluorophenoxy)-1-isobutyl-1H-indazole-6-carboxylate FC1=C(OC=2C=C3C=NN(C3=CC2C(=O)OC)CC(C)C)C=CC(=C1)F